C[C@H]1CN(C[C@H](O1)C)C=1C=CC=2N(N1)C(=CN2)C2=CC=C(C=C2)OC(F)(F)F (2S,6R)-2,6-dimethyl-4-(3-(4-(trifluoromethoxy)phenyl)imidazo[1,2-b]pyridazin-6-yl)morpholine